C(C)(C)(C)OC(=O)N1CCN(CC1)C1(COC1)C(=O)O 3-(4-(tert-butoxycarbonyl)piperazin-1-yl)oxetan-3-carboxylic acid